(R)-3-(2-isopropylphenyl)-1-((9-methoxy-3,4-dihydro-2H-benzo[b][1,4]dioxepin-7-yl)methyl)piperazine C(C)(C)C1=C(C=CC=C1)[C@@H]1CN(CCN1)CC1=CC2=C(OCCCO2)C(=C1)OC